FC(OC1=C(C=C(C(=C1)N(C)CCN(C)C)N)NC1=NC=CC(=N1)N1CC2(C3=NC(=CC=C31)C)CCCCC2)F 5-(difluoromethoxy)-N1-(2-(dimethylamino)ethyl)-N1-methyl-N4-(4-(5'-methylspiro[cyclohexane-1,3'-pyrrolo[3,2-b]pyridin]-1'(2'H)-yl)pyrimidin-2-yl)benzene-1,2,4-triamine